C(C=C)OCCOCCOCC=C diethyleneglycol diallyl ether